5-[[2,6-dimethyl-4-(4,4,5,5-tetramethyl-1,3,2-dioxaborolan-2-yl)phenyl]methyl]-3-isopropyl-1-(tolylsulfonyl)pyrrolo[2,3-c]pyridine CC1=C(C(=CC(=C1)B1OC(C(O1)(C)C)(C)C)C)CC=1C=C2C(=CN1)N(C=C2C(C)C)S(=O)(=O)C2=C(C=CC=C2)C